C(C)NC(=O)NCCC1CCC=2C=CC=3N=C(OC3C12)C 1-ethyl-3-[2-(2-methyl-7,8-dihydro-6H-indeno[5,4-d][1,3]oxazol-8-yl)ethyl]urea